OC1=CC=C(C=C1)C(C=CCC(C=CC1=CC=C(C=C1)O)=O)=O 1,7-bis(4-hydroxyphenyl)heptadiene-1,5-dione